N,N'-diethyl-p-phenylenediamine sulfate S(=O)(=O)(O)O.C(C)NC1=CC=C(C=C1)NCC